methyl 2-chloro-3-fluorobenzoate ClC1=C(C(=O)OC)C=CC=C1F